BrC1=CC=C2C=C(N(C2=C1F)S(=O)(=O)C1=CC=CC=C1)C=O 6-bromo-7-fluoro-1-(phenylsulfonyl)-1H-indole-2-carbaldehyde